((6-(difluoromethoxy)-2-(3'-(((5-((3,3-dimethylazetidin-1-yl)methyl)-4,6-dimethoxypyrimidin-2-yl)oxy)methyl)-2,2'-dimethyl-[1,1'-biphenyl]-3-yl)benzo[d]oxazol-5-yl)methyl)-L-proline FC(OC1=CC2=C(N=C(O2)C=2C(=C(C=CC2)C2=C(C(=CC=C2)COC2=NC(=C(C(=N2)OC)CN2CC(C2)(C)C)OC)C)C)C=C1CN1[C@@H](CCC1)C(=O)O)F